1-((1,4'-bipiperidin)-4-yl)-3-(4-phenoxyphenyl)-1H-pyrazolo(3,4-d)pyrimidin-4-amine N1(CCC(CC1)N1N=C(C=2C1=NC=NC2N)C2=CC=C(C=C2)OC2=CC=CC=C2)C2CCNCC2